tert-Butyl (4-(3-(ethylthio)-5-fluoro-1-((2-(trimethylsilyl)ethoxy)methoxy)-7,9-dihydrofuro[3,4-f]quinazolin-6-yl)-5-fluorobenzo[b]thiophen-2-yl)carbamate C(C)SC1=NC=2C(=C(C3=C(C2C(=N1)OCOCC[Si](C)(C)C)COC3)C3=C(C=CC=1SC(=CC13)NC(OC(C)(C)C)=O)F)F